6-[[3-(2,2-difluoropropoxy)-5-fluoro-2-pyridyl]oxy]-3-methyl-N-(4-methyl-1,1-dioxo-thian-4-yl)imidazo[1,2-a]pyridine-2-carboxamide FC(COC=1C(=NC=C(C1)F)OC=1C=CC=2N(C1)C(=C(N2)C(=O)NC2(CCS(CC2)(=O)=O)C)C)(C)F